C(C)OC(CC(C)(OOC(C)(C)C)OOC(C)(C)C)=O ethyl-3,3-di-(tert-butylperoxy)-butyrate